NC=1C2=C(N=CN1)N(C=C2)[C@@H]2OC([C@H]([C@H]2O)O)=C (2R,3R,4S)-2-(4-amino-7H-pyrrolo[2,3-d]pyrimidin-7-yl)-5-methylenetetrahydrofuran-3,4-diol